N-[[6-(difluoromethoxy)-3-pyridyl]methyl]-3,4-dimethyl-pyrimido[4',5':4,5]thieno[2,3-c]pyridazin-8-amine FC(OC1=CC=C(C=N1)CNC1=NC=NC2=C1SC=1N=NC(=C(C12)C)C)F